tert-butyl 2-(5-(1-(3,5-difluorophenyl) ethoxy)-1-(tetrahydro-2H-pyran-2-yl)-1H-indazol-3-yl)-1-((2-(trimethylsilyl)ethoxy) methyl)-4,6-dihydropyrrolo[3,4-d]imidazole-5(1H)-carboxylate FC=1C=C(C=C(C1)F)C(C)OC=1C=C2C(=NN(C2=CC1)C1OCCCC1)C1=NC2=C(N1COCC[Si](C)(C)C)CN(C2)C(=O)OC(C)(C)C